(2E,6Z)-N-(2-hydroxy-2-methylpropyl)-2,6-dodecadienamide OC(CNC(\C=C\CC\C=C/CCCCC)=O)(C)C